NC1=CC2=C(N(C(=N2)CC[C@@H](C(=O)N[C@H](C(=O)OCC)CC(C)C)NC(=O)OC(C)(C)C)C2=CC=CC=C2)C=C1 Ethyl (2S)-2-[[(2S)-4-(5-amino-1-phenyl-benzimidazol-2-yl)-2-(tert-butoxycarbonyl amino)butanoyl]amino]-4-methyl-pentanoate